5-[bromo(methylsulfonyl)methyl]furan-2-carboxylic acid BrC(C1=CC=C(O1)C(=O)O)S(=O)(=O)C